COC1=NC=C(C(=N1)OC)C1=CC2=C(N=CN=C2N2CC(CC2)OCCN2CCC(CC2)C(F)(F)F)O1 6-(2,4-dimethoxypyrimidin-5-yl)-4-[3-[2-[4-(trifluoromethyl)-1-piperidyl]ethoxy]pyrrolidine-1-yl]furo[2,3-d]pyrimidine